2-chloro-6-((R)-5-oxotetrahydrofuran-2-carboxamido)-9H-purin ClC1=NC(=C2N=CNC2=N1)NC(=O)[C@@H]1OC(CC1)=O